N-(3,7-dimethyloctyl)-N-(phosphonomethyl)glycine CC(CCN(CC(=O)O)CP(=O)(O)O)CCCC(C)C